N4-(8-(3-(2-morpholinoethoxy)phenyl)pyrido[3,4-d]pyrimidin-2-yl)benzene-1,4-diamine O1CCN(CC1)CCOC=1C=C(C=CC1)C1=NC=CC2=C1N=C(N=C2)NC2=CC=C(C=C2)N